3-(3-ethylimidazol-4-yl)-5-iodo-1H-indole C(C)N1C=NC=C1C1=CNC2=CC=C(C=C12)I